(R)-4-(3-(1-acetyl-4-acryloylpiperazin-2-yl)-5-chlorophenyl)-N-methylpyrimidine-2-carboxamide C(C)(=O)N1[C@@H](CN(CC1)C(C=C)=O)C=1C=C(C=C(C1)Cl)C1=NC(=NC=C1)C(=O)NC